1-[4-(1-Methyl-1H-pyrazolo[3,4-b]pyridin-3-yl)-phenyl]-3-pyridin-4-ylmethyl-urea CN1N=C(C=2C1=NC=CC2)C2=CC=C(C=C2)NC(=O)NCC2=CC=NC=C2